N1=CC=C(C=C1)C1(CC1)OCC(=O)N1CC2CCC(C1)N2C2=NC=C(C#N)C=C2 6-(3-(2-(1-(pyridin-4-yl)cyclopropoxy)acetyl)-3,8-diazabicyclo[3.2.1]octan-8-yl)nicotinonitrile